C(C)C(CN1C[C@@H](CCC1)N1C(NC2=C1C=C(C(=C2)C=2C=C(C=1N(C2)N=CN1)OC)C)=O)CC (R)-1-(1-(2-ethylbutyl)piperidin-3-yl)-5-(8-methoxy-[1,2,4]triazolo[1,5-a]pyridin-6-yl)-6-methyl-1,3-dihydro-2H-benzo[d]imidazol-2-one